FC=1C=2N(C=C(C1)NC(=O)C1=CC=C(C3=CN(N=C13)CC=1C=NC=NC1)N1CCN(CC1)C(=O)OC(C)(C)C)C=C(N2)C tert-butyl 4-[7-({8-fluoro-2-methylimidazo[1,2-a]pyridin-6-yl}carbamoyl)-2-(pyrimidin-5-ylmethyl)indazol-4-yl]piperazine-1-carboxylate